C(C)(CC)OC([C@H](F)Br)=O (R)-bromo-2-fluoroacetic acid sec-butyl ester